7-([1,1'-biphenyl]-4-ylmethyl)-8-hydroxy-1,3-dimethyl-3,7-dihydro-1H-purine-2,6-dione C1(=CC=C(C=C1)CN1C(=NC=2N(C(N(C(C12)=O)C)=O)C)O)C1=CC=CC=C1